(1S,2S)-N-[2-(4,6-dimethoxy-2-methylpyrimidin-5-yl)-1-methylpyrrolo[2,3-c]pyridin-5-yl]-2-fluorocyclopropane-1-carboxamide COC1=NC(=NC(=C1C1=CC=2C(=CN=C(C2)NC(=O)[C@H]2[C@H](C2)F)N1C)OC)C